FC1=C(C=CC=C1)N1C[C@H](CC1)CN1[C@@H]([C@H]([C@@H]([C@H](C1)O)O)O)C (2R,3R,4R,5S)-1-(((R)-1-(2-fluorophenyl)pyrrolidin-3-yl)methyl)-2-methylpiperidine-3,4,5-triol